1,5-divinyloxybiphenyl C(=C)OC1(CC=CC(=C1)OC=C)C1=CC=CC=C1